1-thio-glucose S=C[C@H](O)[C@@H](O)[C@H](O)[C@H](O)CO